C1=CC(=CC=C1C(=O)CBr)Cl 2-bromo-4-chloroacetophenone